O[C@@H](CN[C@@H]1COC2(C1)CCN(CC2)S(=O)(=O)C=2C=C(C=CC2)C2=CC=C(C=C2)S(=O)(=O)N)COC2=CC(=CC=C2)S(NC)(=O)=O 3'-((S)-3-((S)-2-hydroxy-3-(3-(N-methylsulfamoyl)phenoxy)propylamino)-1-oxa-8-azaspiro[4.5]dec-8-ylsulfonyl)biphenyl-4-sulfonamide